3'-trifluoromethyl-acetophenone FC(C=1C=C(C=CC1)C(C)=O)(F)F